ClC1=C(C=CC=C1)C=1N(C2=C(CN(CC2)C2CC3=CC(=CC=C3CC2)C2COC2)N1)C 2-(2-chlorophenyl)-1-methyl-5-(7-(oxetan-3-yl)-1,2,3,4-tetrahydronaphthalen-2-yl)-4,5,6,7-tetrahydro-1H-imidazo[4,5-c]pyridine